4-vinylbenzyl-triethanolamine C(=C)C1=CC=C(CC(N(CCO)CCO)CO)C=C1